BrC1=C(C(=C(C(=O)O)C(=C1F)NCC1=CC=C(C=C1)OC)F)F 4-bromo-2,3,5-trifluoro-6-((4-methoxybenzyl)amino)benzoic acid